6-(((1S,2R,3R,4R,5S)-2,3-dihydroxy-4-((6-(trifluoromethyl)pyrazin-2-yl)amino)-6,8-dioxabicyclo[3.2.1]octan-1-yl)methoxy)pyridazine-3-carboxamide O[C@H]1[C@@]2(CO[C@H]([C@@H]([C@H]1O)NC1=NC(=CN=C1)C(F)(F)F)O2)COC2=CC=C(N=N2)C(=O)N